[Mo](Cl)(Cl)Cl Molybdenum(III) chloride